3-[2-(2-fluoro-4-methoxybenzoyl)-1,2,3,4-tetrahydroisoquinolin-5-yl]-3-(7-methoxy-1-methyl-1H-benzo[d][1,2,3]triazol-5-yl)propionic acid ethyl ester C(C)OC(CC(C1=CC2=C(N(N=N2)C)C(=C1)OC)C1=C2CCN(CC2=CC=C1)C(C1=C(C=C(C=C1)OC)F)=O)=O